CC1(OC[C@H](O1)CN)C (R)-(2,2-dimethyl-1,3-dioxolan-4-yl)methylamine